N-((R)-1-(4-(ethylsulfonyl)phenyl)-2-hydroxyethyl)thiophene-3-carboxamide C(C)S(=O)(=O)C1=CC=C(C=C1)[C@H](CO)NC(=O)C1=CSC=C1